FC1(CNCCC1O)C 3-fluoro-3-methylpiperidin-4-ol